1-n-butyl-3-methylimidazolium C(CCC)N1C=[N+](C=C1)C